N1=CC(=CC=C1)C1(CC(=CC=C1)C1=CC=CC=C1)C1=NC(=NC(=N1)C1(CC(=CC=C1)C1=CC=CC=C1)C=1C=NC=CC1)C1(CC(=CC=C1)C1=CC=CC=C1)C=1C=NC=CC1 2,4,6-tris(3-(3-pyridinyl)-(1,1'-biphenyl)-3-yl)-1,3,5-triazine